5-(2-(3-(2-methyl-1H-imidazol-1-yl)phenoxy)ethoxy)pyridinecarbonitrile CC=1N(C=CN1)C=1C=C(OCCOC=2C=CC(=NC2)C#N)C=CC1